Acetyl-acrylamide methyl-4-(cyanomethyl)thiazole-5-carboxylate COC(=O)C1=C(N=CS1)CC#N.C(C)(=O)C(C(=O)N)=C